ethyl 2-[2-chloro-4-(4-chlorophenoxy)phenyl]-2-hydroxy-3-(1H-1,2,4-triazol-1-yl)propanoate ClC1=C(C=CC(=C1)OC1=CC=C(C=C1)Cl)C(C(=O)OCC)(CN1N=CN=C1)O